4-{5-[3-(Trifluoromethyl)phenyl]-1,3,4-oxadiazol-2-yl}piperidine FC(C=1C=C(C=CC1)C1=NN=C(O1)C1CCNCC1)(F)F